(S)-5-((R)-4-(tert-butoxycarbonyl)-3-(methoxycarbonyl)piperazin-1-yl)-3,3-dimethyl-2-((phenoxycarbonyl)amino)pentanoic acid C(C)(C)(C)OC(=O)N1[C@H](CN(CC1)CCC([C@@H](C(=O)O)NC(=O)OC1=CC=CC=C1)(C)C)C(=O)OC